C(C)(=O)C1=C(C=CC=C1)NS(=O)(=O)C1=CC=C(C=C1)NC(NCC=1C=NC=CC1)=O 3-{4-[(2-acetylphenyl)sulfamoyl]phenyl}-1-(pyridin-3-ylmethyl)urea